N-(4-(3,4-bis(benzyloxy)-2-chlorobenzamido)butyl)-N-(3,4-bis(benzyloxy)-2-chlorobenzoyl)glycine C(C1=CC=CC=C1)OC=1C(=C(C(=O)NCCCCN(CC(=O)O)C(C2=C(C(=C(C=C2)OCC2=CC=CC=C2)OCC2=CC=CC=C2)Cl)=O)C=CC1OCC1=CC=CC=C1)Cl